3-bromo-1-(3-(Trifluoromethyl)benzyl)-1H-pyrrolo[3,2-b]pyridine-2-carboxylic acid methyl ester COC(=O)C1=C(C2=NC=CC=C2N1CC1=CC(=CC=C1)C(F)(F)F)Br